1-(2-(3-(4-(2,6-dichloro-3,5-dimethoxyphenyl)-8-(methylamino)-[1,2,4]triazolo[1',5':1,6]pyrido[2,3-d]pyrimidin-2-yl)propyl)-2,7-diazaspiro[3.5]nonan-7-yl)prop-2-en-1-one ClC1=C(C(=C(C=C1OC)OC)Cl)C1=CC=2C(=NC(=NC2)NC)N2C1=NC(=N2)CCCN2CC1(C2)CCN(CC1)C(C=C)=O